3-(3,4-dichlorophenyl)-5-(2-(3-fluoropyrrolidin-1-yl)-2-oxoethyl)-7-(pyrrolidin-1-ylmethyl)thieno[3,2-c]pyridin-4(5H)-one ClC=1C=C(C=CC1Cl)C1=CSC2=C1C(N(C=C2CN2CCCC2)CC(=O)N2CC(CC2)F)=O